C(C)N(C=NC1=C(C=C(C(=C1)C)C1(COC1)OCC1=CC(=CC=C1)OC(F)(F)F)F)C N-ethyl-N'-(2-fluoro-5-methyl-4-(3-((3-(trifluoromethoxy)benzyl)oxy)oxetan-3-yl)phenyl)-N-methylformimidamide